F[C@H]1CN(CC[C@@H]1NC(=O)C1=CC(=CC=2N(C=NC21)CC(F)(F)F)C#CCNC2=C(C=C(C(=C2)F)C(NC)=O)OC)C(=O)OC(C)(C)C tert-butyl (3S,4S)-3-fluoro-4-[[6-[3-[5-fluoro-2-methoxy-4-(methylcarbamoyl)anilino] prop-1-ynyl]-1-(2,2,2-trifluoroethyl)benzimidazole-4-carbonyl]amino]piperidine-1-carboxylate